BrC1=NN(C(=N1)OC1=C(C(=CC=C1)F)Cl)C 3-bromo-5-(2-chloro-3-fluorophenoxy)-1-methyl-1,2,4-triazole